C(C)(C)(C)OC(=O)N1CC2(C=3C1=NC=C(C3)B(O)O)CC2 (1'-(tert-Butoxycarbonyl)-1',2'-dihydrospiro[cyclopropane-1,3'-pyrrolo[2,3-b]pyridin]-5'-yl)boronic acid